ethyl 1,1-dioxo-3,4-dihydro-2H-thiochromene-7-carboxylate O=S1(CCCC2=CC=C(C=C12)C(=O)OCC)=O